(R)-N-(1-(3-(difluoromethyl)-2-fluorophenyl)ethyl)-7-methoxy-6-(1-(tetrahydro-2H-Pyran-4-yl)-1H-pyrazol-4-yl)quinolin-4-amine FC(C=1C(=C(C=CC1)[C@@H](C)NC1=CC=NC2=CC(=C(C=C12)C=1C=NN(C1)C1CCOCC1)OC)F)F